COCC1=CC=C(CN)C=C1 (+)-p-methoxymethyl-benzyl-amine